F[B-](F)(F)F.C(C)(C)(C)C=1C=C(C2=C([N+](=CO2)C2=CC=CC=C2)C1)C(C)(C)C 5,7-ditert-butyl-3-phenyl-1,3-benzoxazol-3-ium tetrafluoroborate